COC(=O)C1=CC2=C(N=C(S2)N)C=C1OC 2-amino-5-methoxybenzo[d]thiazole-6-carboxylic acid methyl ester